Tert-Butyl 4-[1-(Thiophen-3-Ylmethyl)-2-(Trifluoromethyl)-1H-Indol-4-Yl]Piperazine-1-Carboxylate S1C=C(C=C1)CN1C(=CC2=C(C=CC=C12)N1CCN(CC1)C(=O)OC(C)(C)C)C(F)(F)F